5,5-dimethyl-4,5-dihydroisoxazole-3-ylisothiourea hydrobromide Br.CC1(CC(=NO1)NC(S)=N)C